α-Methyl-(4-chlorobenzoyl)-5-methoxy-2-methylindole-3-acetic acid CC(C(=O)O)C1=C(NC2=CC=C(C(=C12)C(C1=CC=C(C=C1)Cl)=O)OC)C